N-(2,4-difluorobenzyl)p-toluenesulfonamide FC1=C(CNS(=O)(=O)C2=CC=C(C)C=C2)C=CC(=C1)F